ClC=1C=C2C[C@H](CC2=CC1)NC=1C=CC(=NC1)[C@@H](C(F)(F)F)N(C(=O)[C@@H]1N(C(CC1)=O)C(=O)OC(C)(C)C)C tert-Butyl (R)-2-(((S)-1-(5-(((S)-5-chloro-2,3-dihydro-1H-inden-2-yl)amino)pyridin-2-yl)-2,2,2-trifluoroethyl)(methyl)carbamoyl)-5-oxopyrrolidine-1-carboxylate